ClC1=CC=C(C(=N1)C(=O)O)N[C@H](C)C=1C=C(C=C2C(N(C(=NC12)C(F)F)C)=O)C (R)-6-chloro-3-((1-(2-(difluoromethyl)-3,6-dimethyl-4-oxo-3,4-dihydroquinazolin-8-yl)ethyl)amino)picolinic acid